7-chloro-6-cyclopropyl-8-fluoro-2-[[(2S)-1-methylpyrrolidin-2-yl]methoxy]quinoline tert-butyl-(2-(6-phenylnicotinamido)ethyl)carbamate C(C)(C)(C)N(C(O)=O)CCNC(C1=CN=C(C=C1)C1=CC=CC=C1)=O.ClC1=C(C=C2C=CC(=NC2=C1F)OC[C@H]1N(CCC1)C)C1CC1